2-amino-2-butoxymethyl-1,3-propanediol NC(CO)(CO)COCCCC